S1C(=CC=C1)C1=CC=C(C(=O)O)C=C1 4-(thiophen-2-yl)benzoic acid